7-(2-hydroxypropan-2-yl)-1-(2-methyl-3-(4-oxoquinazolin-3(4H)-yl)phenyl)imidazo[1,2-a]quinoxalin-4(5H)-one OC(C)(C)C=1C=C2NC(C=3N(C2=CC1)C(=CN3)C3=C(C(=CC=C3)N3C=NC1=CC=CC=C1C3=O)C)=O